2,5-diphenylbenzoquinone C1(=CC=CC=C1)C=1C(C=C(C(C1)=O)C1=CC=CC=C1)=O